FC=1C=C(CN2C(N(CC3=CC=C(C=C23)C(=O)NCC2=C(C=C(C=C2F)F)F)CC)=O)C=C(C1)F 1-(3,5-difluorobenzyl)-3-ethyl-2-oxo-N-(2,4,6-trifluorobenzyl)-1,2,3,4-tetrahydroquinazoline-7-carboxamide